FC[C@H]1N(CCNC1)CC1=CC(=C(C=C1)CN1C=CC=2N=C(N=C(C21)NCCCCC)N)OC 5-[(4-{[(2S)-2-(fluoromethyl)piperazin-1-yl]methyl}-2-methoxyphenyl)methyl]-N4-pentyl-5H-pyrrolo[3,2-d]pyrimidine-2,4-diamine